Paracetamol tetrafluoroborate F[B-](F)(F)F.N(C(=O)C)C1=CC=C(O)C=C1